7-bromo-2-butyl-1-(hexahydropyridin-4-ylmethyl)-4-(tert-butylamino)thieno[3,2-b]imidazo[4,5-d]pyridine BrC1=CC2=NC(=C3C(=C2S1)N(C(=N3)CCCC)CC3CCNCC3)NC(C)(C)C